C(=C)(C)[C@H]1[C@@](CC1)(C)C(C)O (+)-cis-2-isopropenyl-1-methylcyclobutyl-ethanol